tert-Butyl 2-(1-methoxyisoquinolin-4-yl)-2-oxoacetate COC1=NC=C(C2=CC=CC=C12)C(C(=O)OC(C)(C)C)=O